BrC1=CC=2N(C[C@H]3N(C2N=C1)CCNC3)S(=O)(=O)C3=CC(=CC=C3)C(F)(F)F (S)-3-bromo-5-(3-(trifluoromethyl)phenylsulfonyl)-6,6a,7,8,9,10-hexahydro-5H-pyrazino[1,2-a]pyrido[3,2-e]pyrazine